ClC=1C=C(C=CC1C#N)N1CC2(C[C@@H]1C)CCN(CC2)C=2N=CC(=NC2)C(=O)O (S)-5-(2-(3-Chloro-4-cyanophenyl)-3-methyl-2,8-diazaspiro[4.5]decan-8-yl)pyrazine-2-carboxylic acid